2-bromo-3,5,6-triphenylpyrazine BrC1=NC(=C(N=C1C1=CC=CC=C1)C1=CC=CC=C1)C1=CC=CC=C1